2-azido-1,1-diethoxy-ethane N(=[N+]=[N-])CC(OCC)OCC